FC(C1=CC=C(C=C1)N(C1=CC=CC(=C1C(=O)NC=1C=CC=C2C=CC=NC12)C)C1=CC=CC(=C1C(=O)NC=1C=CC=C2C=CC=NC12)C)(F)F 6,6'-((4-(trifluoromethyl)phenyl)azanediyl)bis(2-methyl-N-(quinolin-8-yl)benzamide)